C(C1=CC=CC=C1)(=O)C1=CC(=C(C=C1)SC1=CC=C(C=C1)[S+](C1=CC=CC=C1)C1=CC=CC=C1)Cl 4-(4-benzoyl-2-chlorophenylthio)phenyldiphenyl-Sulfonium